C(C)(C)(C)OC(=O)N[C@@H](C)C(=O)OCC=O 2-oxoethyl (tert-butoxycarbonyl)alaninate